O=C1NC(CCC1C1=CC=C(C=C1)N1CCN(CC1)CCC1CCC(CC1)NC(OC(C)(C)C)=O)=O tert-butyl ((1r,4r)-4-(2-(4-(4-(2,6-dioxopiperidin-3-yl)phenyl)piperazin-1-yl)ethyl)cyclohexyl)carbamate